methyl 3,8-difluoro-2-phenylquinoline-7-carboxylate FC=1C(=NC2=C(C(=CC=C2C1)C(=O)OC)F)C1=CC=CC=C1